(1R,2S)-(+)-1-amino-2-indanol C1[C@@H]([C@@H](C2=CC=CC=C21)N)O